OC1(CCN(CC12CCCC2)C(=O)N2[C@@H](CN(CC2)C(=O)OC(C)(C)C)C2=CC=CC=C2)CN2C(C=C(C(=C2)S(=O)(=O)C)C2=CC=CC=C2)=O tert-butyl (3R)-4-(10-hydroxy-10-((5-(methylsulfonyl)-2-oxo-4-phenylpyridin-1(2H)-yl)methyl)-7-azaspiro[4.5]decane-7-carbonyl)-3-phenylpiperazine-1-carboxylate